C1(=CC=CC=C1)C(C1C(O1)C1=CC=C(C=C1)OC)=O 1-phenyl-3-(4-methoxyphenyl)-2,3-epoxy-1-propanone